NCC(OCC(C)(C)S(=O)(=O)C1(CC1)CN1C(C2=C(CC1)C(=NN2C)C(=O)NCC2=CC=C(C=C2)C#N)=O)(F)F 6-((1-((1-(2-Amino-1,1-difluoroethoxy)-2-methylpropan-2-yl)sulfonyl)cyclopropyl)methyl)-N-(4-cyanobenzyl)-1-methyl-7-oxo-4,5,6,7-tetrahydro-1H-pyrazolo[3,4-c]pyridine-3-carboxamide